2,2,3,3-tetrafluoromethoxyisopropoxybutane FCOC(COC(C)C)(C(C)(OCF)OCF)OCF